N-(1-(3-fluorophenyl)ethyl)piperidine-4-carboxamide FC=1C=C(C=CC1)C(C)NC(=O)C1CCNCC1